BrC1=C(C=C(NC2=NC=C(C(=N2)N[C@H]2[C@@H](CCC2)C#N)C)C=C1CO)Cl (trans)-2-[[2-[4-bromo-3-chloro-5-(hydroxymethyl)anilino]-5-methyl-pyrimidin-4-yl]amino]cyclopentanecarbonitrile